Thiopyranylium S1[CH+]C=CC=C1